ClC=1N=CC2=CC(=CC=C2C1)OC[C@H](C(=O)OC(C)(C)C)O (R)-tert-butyl 3-((3-chloroisoquinolin-7-yl) oxy)-2-hydroxypropionate